1-acetyl-4-[8-(hydroxymethyl)-2-methyl-4-({(1R)-1-[2-methyl-3-(trifluoromethyl)phenyl]ethyl}amino)pyrido[3,4-d]pyrimidin-6-yl]-1,4lambda5-azaphosphinan-4-one C(C)(=O)N1CCP(CC1)(=O)C1=CC2=C(N=C(N=C2N[C@H](C)C2=C(C(=CC=C2)C(F)(F)F)C)C)C(=N1)CO